rac-1-((1r,3r)-3-(((tert-butyldiphenylsilyl)oxy)methyl)cyclobutyl)-4-(2,3-dichloro-6-((2-(trimethylsilyl)ethoxy)methoxy)phenyl)pyrrolidin-2-one [Si](C1=CC=CC=C1)(C1=CC=CC=C1)(C(C)(C)C)OCC1CC(C1)N1C(C[C@@H](C1)C1=C(C(=CC=C1OCOCC[Si](C)(C)C)Cl)Cl)=O |r|